CC1(OCC2OC2C1)C 4,4-dimethyl-3,7-dioxa-bicyclo[4.1.0]heptane